O=C1NCC12N(CCN(C2)C(=O)OC(C)(C)C)C(=O)OCC2=CC=CC=C2 5-benzyl 8-(tert-butyl) 1-oxo-2,5,8-triazaspiro[3.5]nonane-5,8-dicarboxylate